NC(COC(NCCCCCC(NCOCCC(=O)[O-])=O)=O)=C 17-amino-7,14-dioxo-4,15-dioxa-6,13-diazaoctadecane-17-enoate